BrC=1C=CC(=C(C1)N1N=CC(=C1)C(F)(F)F)Cl 1-(5-bromo-2-chloro-phenyl)-4-(trifluoromethyl)pyrazole